COC(=O)C=1C=C(C=C2C=NN(C12)CC1=NC=C(C=C1)C1=CC(=C(C=C1)F)OC)Cl 5-chloro-1-((5-(4-fluoro-3-methoxyphenyl)pyridin-2-yl)methyl)-1H-indazole-7-carboxylic acid methyl ester